CC(=O)N[C@@H](CCCN=C(N)N)C(=O)O N-α-acetyl-L-arginine